C(\C=C\C1=CC=CC=C1)(=O)OCC#N Cyanomethyl trans-cinnamate